tert-Butyl 1-(((tert-butyldimethylsilyl)oxy)methyl)-4-ethynyl-7-azabicyclo-[2.2.1]heptane-7-carboxylate [Si](C)(C)(C(C)(C)C)OCC12CCC(CC1)(N2C(=O)OC(C)(C)C)C#C